FC=1C=C(C=CC1)NP(OCC)(=O)CC1=CC=C(C=C1)C1=NOC(=N1)C(F)(F)F ethyl N-(3-fluorophenyl)-P-(4-(5-(trifluoromethyl)-1,2,4-oxadiazol-3-yl)benzyl)phosphonamidate